(2S)-2-hydroxy-1-((3aR,5R,6aS)-5-((5-(7-(methylamino)-4,5,6,7-tetrahydro-benzo[d]thiazol-2-yl)-1H-pyrrolo[2,3-b]pyridin-4-yl)amino)hexahydrocyclopenta[c]pyrrol-2(1H)-yl)propan-1-one O[C@H](C(=O)N1C[C@@H]2[C@H](C1)CC(C2)NC2=C1C(=NC=C2C=2SC3=C(N2)CCCC3NC)NC=C1)C